4-(furan-2-yl)-6-methoxypyrimidin-2-amine O1C(=CC=C1)C1=NC(=NC(=C1)OC)N